Methyl 5-(6-acetamidopyridin-3-yl)-2-(((1RS,2S)-2-((tert-butoxycarbonyl)amino)-1-cyano-3-(1H-indol-3-yl)propyl)amino)benzoate C(C)(=O)NC1=CC=C(C=N1)C=1C=CC(=C(C(=O)OC)C1)N[C@H]([C@H](CC1=CNC2=CC=CC=C12)NC(=O)OC(C)(C)C)C#N |&1:21|